C1(CC1)C(C1C(OC(OC1=O)(C)C)=O)C1=CC(=CC=C1)O 5-(cyclopropyl-(3-hydroxyphenyl)methyl)-2,2-dimethyl-1,3-dioxane-4,6-dione